C[C@H]1[C@H]([C@H]([C@@H]([C@@H](O1)O[C@@H]2[C@H](O[C@H]([C@@H]([C@H]2O[C@H]3[C@@H]([C@H]([C@H]([C@H](O3)CO)O)O[C@@H]4[C@@H]([C@H]([C@H]([C@H](O4)CO)O)O)O)O[C@H]5[C@H]([C@@H]([C@@H]([C@@H](O5)C)O)O)O)NC(=O)C)O)CO)O)O)O The molecule is a branched amino pentasaccharide consisting of the linear trisaccharide alpha-D-galactosyl-(1->3)-beta-D-galactosyl-(1->3)-N-acetyl-beta-D-glucosamine having alpha-L-fucosyl residues attached at position 2 of the galactose and position 4 of the glucosamine. It is an amino pentasaccharide and a glucosamine oligosaccharide.